(5-(2-amino-8-((4,4-difluorocyclohexyl)oxy)-4-methylquinazolin-6-yl)-2-methoxypyridin-3-yl)-2,4-difluorobenzenesulfonamide NC1=NC2=C(C=C(C=C2C(=N1)C)C=1C=C(C(=NC1)OC)C=1C(=C(C=CC1F)S(=O)(=O)N)F)OC1CCC(CC1)(F)F